C(C)(C)(C)OC(CN1C(CCCC1C)C)=O (2,6-dimethyl-piperidin-1-yl)-acetic acid-tert-butyl ester